5-(2-(benzyloxymethyl)-1-(bicyclo[1.1.1]pentan-1-yl)-1H-imidazol-4-yl)-3-(trifluoromethyl)pyridin-2-amine C(C1=CC=CC=C1)OCC=1N(C=C(N1)C=1C=C(C(=NC1)N)C(F)(F)F)C12CC(C1)C2